C1=CC=CC=2C3=CC=CC=C3N(C12)C1=CC=C(/C=C/C2=CC=3C4(C5=CC(=CC=C5C3C=C2)\C=C\C2=CC=C(C=C2)N2C3=CC=CC=C3C=3C=CC=CC23)C2=CC=CC=C2C=2C=CC=CC24)C=C1 2,7-bis((E)-4-(9H-carbazol-9-yl)styryl)-9,9'-spirobi[fluorene]